[Ir].CN1C(C=CC=C1)=C1N(C=CC=C1)C (1,1'-dimethyl-2,2'-bipyridine) iridium